ClC=1N=C(NC1[C@H]1[C@H](CN(CC1)S(=O)(=O)CC(=O)N)C)C1=NC=C(C=C1)F 2-[[(3R,4R)-4-[4-Chloro-2-(5-fluoro-2-pyridyl)-1H-imidazol-5-yl]-3-methyl-1-piperidyl]sulfonyl]acetamide